6-chloro-7-fluoro-1,4,4,9-tetramethyl-4,5-dihydro-[1,2,4]triazolo[4,3-a]quinoxaline ClC1=C2NC(C=3N(C2=C(C=C1F)C)C(=NN3)C)(C)C